C(C)(=O)NC1(CCCC1)CC(=O)NC1=C(C=C(C=C1)C(F)(F)F)Br (acetylamino)-N-[2-bromo-4-(trifluoromethyl)phenyl]-cyclopentaneacetamide